2-Amino-7-(cyclopropylmethyl)-9-((2R,3R,4R,5R)-3,4-dihydroxy-5-(hydroxymethyl)tetrahydrofuran-2-yl)-7,9-dihydro-1H-purin-6,8-dion NC=1NC(C=2N(C(N(C2N1)[C@@H]1O[C@@H]([C@@H]([C@H]1O)O)CO)=O)CC1CC1)=O